(S)-1-((R)-8-(4'-((ethylamino)methyl)biphenyl-3-ylsulfonyl)-1-oxa-8-azaspiro[4.5]decan-3-ylamino)-3-(3-(1-(hydroxymethyl)cyclopropylsulfonyl)phenoxy)propan-2-ol C(C)NCC1=CC=C(C=C1)C1=CC(=CC=C1)S(=O)(=O)N1CCC2(C[C@H](CO2)NC[C@@H](COC2=CC(=CC=C2)S(=O)(=O)C2(CC2)CO)O)CC1